CO[C@H](C(=O)O[C@H](C)[C@@H](C(C)C)C1=C(C=CC(=C1)C)C)C1=CC=CC=C1 (2R,3S)-3-(2,5-dimethylphenyl)-4-methylpentan-2-yl (S)-2-methoxy-2-phenylacetate